tert-butyl (1-(5-cyanopyridin-2-yl)azetidin-3-yl)(methyl)carbamate C(#N)C=1C=CC(=NC1)N1CC(C1)N(C(OC(C)(C)C)=O)C